FC(C1=NN(C2=CC(=CC=C12)C(=O)NC1=CC2=C(C=N1)C=C(N2)[C@@H]2N(CCC2)C)C)F (R)-3-(difluoromethyl)-1-methyl-N-(2-(1-methylpyrrolidin-2-yl)-1H-pyrrolo[3,2-c]pyridin-6-yl)-1H-indazole-6-carboxamide